ClC=1C=C2C(C(N(C2=CC1)C(=O)OC(C)(C)C)=O)C1=CC=CC=C1 tert-butyl 5-chloro-2-oxo-3-phenylindoline-1-carboxylate